COCC[N+]1=CC=CC=C1 N-(2-methoxyethyl)pyridinium